4-phenyl-1-(tetrahydro-2H-pyran-2-yl)-1H-benzo[d]imidazole-6-amine C1(=CC=CC=C1)C1=CC(=CC=2N(C=NC21)C2OCCCC2)N